6-acetyl-tetramethyltryptophan C(C)(=O)C=1C(=C2NC(=C(C[C@H](N)C(=O)O)C2=C(C1C)C)C)C